N-[(6-Amino-2-pyridyl)sulfonyl]-2-[(3S)-2,2-dideuterio-3,5,5-trimethyl-pyrrolidin-1-yl]-6-(3-fluoro-5-isobutoxyphenyl)pyridin-3-carboxamid NC1=CC=CC(=N1)S(=O)(=O)NC(=O)C=1C(=NC(=CC1)C1=CC(=CC(=C1)OCC(C)C)F)N1C([C@H](CC1(C)C)C)([2H])[2H]